C[C@@]1(CC[C@H]2C(=CC[C@@H]3[C@@]2(CCC[C@]3(C)C(=O)O)C)C1)CCO The molecule is a diterpenoid that is isopimar-7-ene substituted by a carboxy group at position 19 and a hydroxy group at position 16. It has been isolated from the fungus, Xylaria species. It has a role as a fungal metabolite. It is a diterpenoid and a hydroxy monocarboxylic acid. It derives from a hydride of an isopimarane.